3-((6-(4-methylphenyl)-8-(1-methyl-1H-pyrazol-4-yl)-[1,2,4]triazolo[4,3-a]pyrazin-3-yl)amino)-1,1,1-trifluoropropan-2-ol CC1=CC=C(C=C1)C=1N=C(C=2N(C1)C(=NN2)NCC(C(F)(F)F)O)C=2C=NN(C2)C